COC1=NC=CC(=N1)C1=CC=2C=NC(=CC2N1C)NC(CC1COC1)=O N-(2-(2-methoxypyrimidin-4-yl)-1-methyl-1H-pyrrolo[3,2-c]pyridin-6-yl)-2-(oxetan-3-yl)acetamide